butyl (3R)-3-[(6-cyano-3-pyridyl)amino]piperidine-1-carboxylate C(#N)C1=CC=C(C=N1)N[C@H]1CN(CCC1)C(=O)OCCCC